Pentafluorobenzenthiol FC1=C(C(=C(C(=C1S)F)F)F)F